FC1=C2C(=NC=C1F)N(C=C2C=2SC=C(N2)C=2C=C(C=CC2)[C@@]2(CCN1C2=NC=C1)O)S(=O)(=O)C1=CC=C(C)C=C1 (R)-7-(3-(2-(4,5-difluoro-1-tosyl-1H-pyrrolo[2,3-b]pyridin-3-yl)thiazol-4-yl)phenyl)-6,7-dihydro-5H-pyrrolo[1,2-a]imidazol-7-ol